4,4'-((4-(CYCLOPROPYLCARBAMOYL)PYRIDINE-2,6-DIYL)BIS(1H-1,2,3-TRIAZOLE-4,1-DIYL))BIS(2-(TRIFLUOROMETHYL)BENZOIC ACID) C1(CC1)NC(=O)C1=CC(=NC(=C1)C=1N=NN(C1)C1=CC(=C(C(=O)O)C=C1)C(F)(F)F)C=1N=NN(C1)C1=CC(=C(C(=O)O)C=C1)C(F)(F)F